C(#N)C(NC(=O)[C@H]1N(C[C@H](C1)CCC)C([C@H](C(C)(C)C)NC(C(F)(F)F)=O)=O)C1=CC(N(C2=CC=CC=C12)C)=O (2S,4S)-N-[cyano-(1-methyl-2-oxo-4-quinolyl)methyl]-1-[(2S)-3,3-dimethyl-2-[(2,2,2-trifluoroacetyl)amino]butanoyl]-4-propyl-pyrrolidine-2-carboxamide